C1(CC1)C1=NC=CC(=C1)C1=NOC(=N1)C(C)NC(C1=CC(C(=O)N)=CC=C1)=O N-(1-(3-(2-cyclopropylpyridin-4-yl)-1,2,4-oxadiazol-5-yl)ethyl)isophthalamide